NCCOCCOCCOCCOCC(=O)OCC=O 2-oxoethyl 14-amino-3,6,9,12-tetraoxatetradecanoate